ClC1=CC=C(COC2=NC=C(C(=N2)OCC[Si](C)(C)C)C#CC(=C)C(F)(F)F)C=C1 2-((4-chlorobenzyl)oxy)-5-(3-(trifluoromethyl)but-3-en-1-yn-1-yl)-4-(2-(trimethylsilyl)ethoxy)pyrimidine